2-fluoro-5-methoxybenzoylamino-piperazine-1-carboxylic acid tert-butyl ester C(C)(C)(C)OC(=O)N1C(CNCC1)NC(C1=C(C=CC(=C1)OC)F)=O